N-(6-chloropyridin-3-yl)-6-((tetrahydrofuran-3-yl)oxy)isoquinolin-1-amine ClC1=CC=C(C=N1)NC1=NC=CC2=CC(=CC=C12)OC1COCC1